C(C(C)C)C1=CC=C(C=C1)C(C)=O 1-(4-isobutylphenyl)ethan-1-one